CN(C(=N)N(C)C)C N,N,N',N'-tetramethylguanidine